CC1(C(=C(C(CC1(C)C)C)C(=O)OCC)C(=O)OCC)C diethyl 3,3,4,4,6-pentamethylcyclohex-1-ene-1,2-dicarboxylate